BIS-BENZOTRIAZOLYL N1=NN=C2C1=CC=CC2=C2C=CC=C1N=NN=C12